3-chloro-2-((3-oxo-2-((2-oxo-2,3-dihydrobenzo[d]oxazol-6-yl)methyl)isoindolin-1-yl)methyl)benzonitrile ClC=1C(=C(C#N)C=CC1)CC1N(C(C2=CC=CC=C12)=O)CC1=CC2=C(NC(O2)=O)C=C1